OC1=C(C=CC2=C1C=CO2)C(C)=O 1-(4-hydroxy-5-benzofuranyl)ethanone